NC1=C2C(=NC=N1)N(N=C2C2=NOC(=C2C2=CC=C(C=N2)CNC(CCCCCCCCCN2CCC(CC2)C2=CC=C(C=C2)NC2C(NC(CC2)=O)=O)=O)C2CC2)C(C)C N-[[6-[3-(4-amino-1-isopropyl-pyrazolo[3,4-d]pyrimidin-3-yl)-5-cyclopropyl-isoxazol-4-yl]-3-pyridyl]methyl]-10-[4-[4-[(2,6-dioxo-3-piperidyl)amino]phenyl]-1-piperidyl]decanamide